1-cyclopropyl-5-fluoro-1H-1,3-benzodiazol C1(CC1)N1C=NC2=C1C=CC(=C2)F